4-(6-aminopyridazin-3-yl)piperazine 1-Tert-butyl-formate C(C)(C)(C)C(=O)O.NC1=CC=C(N=N1)N1CCNCC1